[1-(2-methoxy-5-[[4-methyl-6-(methylamino)pyrimidin-2-yl]amino]phenyl)-1H-1,2,3-triazol-4-yl]methanol COC1=C(C=C(C=C1)NC1=NC(=CC(=N1)C)NC)N1N=NC(=C1)CO